CC1(OC(C=2C(=C3C4C(C(OC3=CC2CCCCC)(C)C)CCC(=C4)C)O1)=O)C1=CC=C(C=C1)C(F)(F)F 2,8,8,11-Tetramethyl-5-pentyl-2-(4-(trifluoromethyl)phenyl)-8a,9,10,12a-tetrahydro-4H,8H-benzo[c][1,3]dioxino[4,5-f]chromen-4-on